Ethyl 2-[(1R,3aS,7aR,E)-1-{(2S)-3,3-difluoro-6-methyl-6-[(triethylsilyl)oxy]heptan-2-yl}-7a-methyloctahydro-4H-inden-4-ylidene]acetate FC([C@@H](C)[C@H]1CC[C@H]2\C(\CCC[C@]12C)=C\C(=O)OCC)(CCC(C)(O[Si](CC)(CC)CC)C)F